C(C)N(C(C(S)C1(CCOCC1)O)=O)C N-Ethyl-2-(4-hydroxytetrahydro-2H-pyran-4-yl)-2-mercapto-N-methylacetamide